C1(=CC=CC=C1)S(=O)(=O)N1[C@@H](CCC1)C(=O)O (phenylsulfonyl)-L-proline